[4-[6-chloro-3-[[(1R)-1-[2-(4,4-dimethyl-1-piperidyl)-3,6-dimethyl-4-oxo-chromen-8-yl]ethyl]amino]-2-pyridyl]-2-fluoro-6-formyl-phenyl] trifluoromethanesulfonate FC(S(=O)(=O)OC1=C(C=C(C=C1C=O)C1=NC(=CC=C1N[C@H](C)C=1C=C(C=C2C(C(=C(OC12)N1CCC(CC1)(C)C)C)=O)C)Cl)F)(F)F